C(#N)C1=CC(=CC2=C1SC(=C2)C=2SC(=C(N2)C)C(=O)O)OCC(C)OC 2-(7-Cyano-5-(2-methoxypropoxy)benzo[B]thiophen-2-yl)-4-methylthiazole-5-carboxylic acid